N-(2-((2-methoxyethoxy)methoxy)-5-(1-oxo-6-(4,4,5,5-tetramethyl-1,3,2-dioxaborolan-2-yl)-3,4-dihydroisoquinolin-2(1H)-yl)phenyl)methanesulfonamide COCCOCOC1=C(C=C(C=C1)N1C(C2=CC=C(C=C2CC1)B1OC(C(O1)(C)C)(C)C)=O)NS(=O)(=O)C